C(C)(=O)C1=C(C2=C(N=C(N=C2)NC2=NC=C(C=C2)N2CC3(C2)CN(C3)C3=CC=C(C=C3)CO[Si](C)(C)C(C)(C)C)N(C1=O)C1CCCC1)C 6-acetyl-2-[[5-[6-[4-[[tert-butyl(dimethyl)silyl]oxymethyl]phenyl]-2,6-diazaspiro[3.3]heptan-2-yl]-2-pyridyl]amino]-8-cyclopentyl-5-methyl-pyrido[2,3-d]pyrimidin-7-one